C(C=C)C1=C(C=CC(=C1O)CC=C)C 2,6-diallyl-meta-cresol